C(C)OC(=O)C1=C(N(C2=CC=C(C=C12)OS(=O)(=O)C1=CC=C(C)C=C1)C1=CC=CC=C1)CN1CCN(CC1)C 2-((4-methylpiperazin-1-yl)methyl)-1-phenyl-5-(tosyloxy)-1H-indole-3-carboxylic acid ethyl ester